C12CCNC(CC1)C2 4-azabicyclo[3.2.1]octane